ClC=1C=C(C(=O)NC(C)C2=NC=CN=C2C2=NC=CN=C2)C=C(C1)SC(F)(F)F 3-chloro-N-[1-(3-pyrazin-2-ylpyrazin-2-yl)ethyl]-5-(trifluoromethylsulfanyl)benzamide